C(CC(=O)C)(=O)O.C(CC(=O)C)(=O)O.C(CC(=O)C)(=O)O.C(C)C(CO)(CO)CO 2-ethyl-2-(hydroxymethyl)-1,3-propanediol triacetoacetate